C1(CCCCC1)C1CCCCC1 r-bi(cyclohexyl)